FC1=C(C=CC(=C1F)OC)C1=CN=C2N1C=CN=C2NC2=CC(=C(C(=O)NCCC(=O)N1C[C@H](N(CC1)C(=O)OC(C)(C)C)CO)C=C2)CC tert-butyl (2S)-4-[3-[[4-[[3-(2,3-difluoro-4-methoxy-phenyl)imidazo[1,2-a]pyrazin-8-yl] amino]-2-ethyl-benzoyl] amino] propanoyl]-2-(hydroxymethyl)piperazine-1-carboxylate